Dibutyltin bis(iso-octylmaleate) C(CCCCC(C)C)/C(/C(=O)[O-])=C/C(=O)[O-].C(CCCCC(C)C)/C(/C(=O)[O-])=C/C(=O)[O-].C(CCC)[Sn+4]CCCC